((2-chloro-4-(trifluoromethyl)phenoxy)methyl)benzaldehyde ClC1=C(OCC2=C(C=O)C=CC=C2)C=CC(=C1)C(F)(F)F